2-[3,5-dichloro-4-([6-oxo-5-[(6-oxo-1H-pyridazin-3-yl)methyl]-1H-pyridazin-3-yl]oxy)phenyl]-3,5-dioxo-4H-1,2,4-triazine-6-carboxylic acid ClC=1C=C(C=C(C1OC1=NNC(C(=C1)CC1=NNC(C=C1)=O)=O)Cl)N1N=C(C(NC1=O)=O)C(=O)O